(R)-(4-((1-(3-amino-5-(trifluoromethyl)phenyl)ethyl)amino)-6-methoxy-2-methylquinazolin-7-yl)(1,1-dioxothiomorpholino)methanone NC=1C=C(C=C(C1)C(F)(F)F)[C@@H](C)NC1=NC(=NC2=CC(=C(C=C12)OC)C(=O)N1CCS(CC1)(=O)=O)C